FC1=C(C=C(C=C1)F)C(C1CCN(CC1)C1=C(C#N)C=CC=C1[N+](=O)[O-])(F)F (4-((2,5-difluorophenyl)difluoromethyl)piperidin-1-yl)-3-nitrobenzonitrile